4,8-Bis(mercaptomethyl)-3,6,9-trithia-1,11-undecanedithiol SCC(SCCS)CSCC(SCCS)CS